C(C1=CC=CC=C1)OC1=CC2=C(NC(N2)=O)C=C1 5-(Benzyloxy)-1,3-dihydro-2H-benzo[d]imidazol-2-one